C(C)(C)(C)OC(=O)N1CC(C1)C=1C=C(C=2N(C1)C(=NC2)C)C2=C(C=C(C=C2)F)C(=O)OCC 3-{8-[2-(Ethoxycarbonyl)-4-fluorophenyl]-3-methylimidazo[1,5-a]pyridin-6-yl}azetidine-1-carboxylic acid tert-butyl ester